C(CCCCCCCC)(=O)OC[C@@H](OC(CCCCCCCC)=O)COP(=O)([O-])OCC[N+](C)(C)C 1,2-dinonanoyl-sn-glycero-3-phosphocholine